[2-(3-Bromo-2-methyl-phenoxy)ethyl]piperidine BrC=1C(=C(OCCN2CCCCC2)C=CC1)C